2-methyl-5-(6-(4-methylpiperazin-1-yl)pyridin-3-yl)benzamide CC1=C(C(=O)N)C=C(C=C1)C=1C=NC(=CC1)N1CCN(CC1)C